C(C1=CC=CC=C1)OC1=CC(=CC2=CC=C(C(=C12)Br)F)O[Si](C(C)C)(C(C)C)C(C)C ((4-(benzyloxy)-5-bromo-6-fluoronaphthalen-2-yl)oxy)triisopropylsilane